N-(3-bromophenyl)benzo[g]quinazolin-4-amine BrC=1C=C(C=CC1)NC1=NC=NC2=CC3=C(C=C12)C=CC=C3